O=C1NC(CCC1NC(C1=C(C=CC(=C1)C(F)(F)F)NC1=C(C=C(C=C1)F)C)=O)=O N-(2,6-dioxopiperidin-3-yl)-2-((4-fluoro-2-methylphenyl)amino)-5-(trifluoromethyl)benzamide